10-(2,6-difluoro-4-{[2-(methylamino)ethyl]amino}phenyl)-8-ethyl-4-fluoro-9-oxo-6,8,10-triazatricyclo[9.4.0.02,7]pentadeca-1(11),2(7),3,5,12,14-hexaene-13-carbonitrile FC1=C(C(=CC(=C1)NCCNC)F)N1C(N(C=2N=CC(=CC2C=2C=CC(=CC12)C#N)F)CC)=O